FC=1C(=CC(=NC1)OC)C1=CC(=NN1)C(=O)N1C2(CC2)CC(CC1)C(=O)N[C@@H]1CN2CCC[C@@H]2CC1 4-(5-(5-fluoro-2-methoxypyridin-4-yl)-1H-pyrazole-3-carbonyl)-N-((6S,8aR)-octahydroindolizin-6-yl)-4-azaspiro[2.5]octane-7-carboxamide